FC(C1=CC=CC(=N1)C1=NC(=NC(=N1)NC1=CC(=NC=C1)C(F)(F)F)NCC(CC)O)(F)F [4-(6-trifluoromethyl-pyridin-2-yl)-6-(2-trifluoromethyl-pyridin-4-ylamino)-[1,3,5]triazin-2-ylamino]-butan-2-ol